FC(C)(F)C=1C=C(C=NC1)NC(=O)C1=CSC=2CN(CCC21)C(=O)C2=CN=C1N2C=CC=C1 N-(5-(1,1-difluoroethyl)pyridin-3-yl)-6-(imidazo[1,2-a]pyridine-3-carbonyl)-4,5,6,7-tetrahydrothieno[2,3-c]pyridine-3-carboxamide